3-methyl-7-oxo-9-oxa-2,6-diazaspiro[4.5]decane-2-carboxylic acid tert-butyl ester C(C)(C)(C)OC(=O)N1CC2(CC1C)NC(COC2)=O